[Pb].[Ce] cerium-lead